2-((5-(2-(6-amino-2-methylhexan-3-yl)-2,6-diazaspiro[3.4]oct-6-yl)-1,2,4-triazin-6-yl)oxy)-5-fluoro-N,N-diisopropylbenzamide NCCCC(C(C)C)N1CC2(C1)CN(CC2)C=2N=CN=NC2OC2=C(C(=O)N(C(C)C)C(C)C)C=C(C=C2)F